O=CC[C@H](O)[C@H](O)CO 2-deoxyarabinose